R-9-(2-hydroxypropyl)adenine O[C@@H](CN1C2=NC=NC(=C2N=C1)N)C